FC1=C(C(=CC(=C1)C=1C2=C(C(N(C1)C)=O)N(N=C2)CC2=CC=C(C=C2)OC)OC)CN2CCN(CC2)C(=O)NC2CCNCC2 4-[[2-fluoro-6-methoxy-4-[1-[(4-methoxyphenyl)methyl]-6-methyl-7-oxo-pyrazolo[3,4-C]pyridin-4-yl]phenyl]methyl]-N-(4-piperidinyl)piperazine-1-carboxamide